4-[4-ethyl-5-(4-hydroxyphenyl)-6-(methylamino)-3-pyridinyl]phenol C(C)C1=C(C=NC(=C1C1=CC=C(C=C1)O)NC)C1=CC=C(C=C1)O